C(=O)O.C(C)OC1=NC(=NC=C1C(=O)NC=1C(=CC=2N(C1)C=C(N2)C)F)N2CCNCC2 4-ethoxy-N-(7-fluoro-2-methylimidazo[1,2-a]pyridin-6-yl)-2-(piperazin-1-yl)pyrimidine-5-carboxamide formate